4-chloro-3-(hydroxymethyl)benzene ClC1=C(C=CC=C1)CO